2-((1-(3,6-dimethyl-2-(4-(6-methylnicotinoyl)piperazin-1-yl)-4-oxo-3,4-dihydroquinazolin-8-yl)ethyl)amino)benzoic acid CN1C(=NC2=C(C=C(C=C2C1=O)C)C(C)NC1=C(C(=O)O)C=CC=C1)N1CCN(CC1)C(C1=CN=C(C=C1)C)=O